ethyl 2-(5-((tert-butoxycarbonyl)(14-(1,3-dioxoisoindolin-2-yl)tetradecyl)amino)-2-oxopyridin-1(2H)-yl)acetate C(C)(C)(C)OC(=O)N(C=1C=CC(N(C1)CC(=O)OCC)=O)CCCCCCCCCCCCCCN1C(C2=CC=CC=C2C1=O)=O